FC=1C=C(C=CC1F)C(C=1NC=C(N1)S(=O)(=O)N)NC1=NC(=C(C=C1)OC(F)(F)F)C 2-((3,4-difluorophenyl)((6-methyl-5-(trifluoromethoxy)pyridin-2-yl)amino)methyl)-1H-imidazole-4-sulfonamide